N[C@@H]1CC[C@H](CC1)OC(CO)(C)C 2-((trans-4-aminocyclohexyl)Oxy)-2-methylpropan-1-ol